[Li+].[Li+].[N-](S(=O)(=O)C(F)(F)F)S(=O)(=O)C(F)(F)F.[N-](S(=O)(=O)C(F)(F)F)S(=O)(=O)C(F)(F)F trifluoromethanesulfonimide lithium Lithium